C(CC(=O)C)(=O)OCCCCCC hexyl acetoacetate